(R)-5-(2-((4,4-difluoro-1-(oxetan-3-yl)pyrrolidin-3-yl)amino)-6-fluoro-4-methoxypyrrolo[2,1-f][1,2,4]triazin-5-yl)-N-methylpyrazolo[1,5-a]pyridine-3-carboxamide FC1([C@@H](CN(C1)C1COC1)NC1=NN2C(C(=N1)OC)=C(C(=C2)F)C2=CC=1N(C=C2)N=CC1C(=O)NC)F